FC(OC1=CC2=C(N=C(O2)C=2C(=C(C=CC2)C2=CC=CC=C2)C)C=C1CN[C@@H]([C@@H](O)C)C(=O)O)F ((6-(difluoromethoxy)-2-(2-methyl-[1,1'-biphenyl]-3-yl)benzo[d]oxazol-5-yl)methyl)-L-allothreonine